[Dy].COCCO 2-Methoxyethanol dysprosium